NC1=CC=C(C=C1)CCN1[C@H](O[C@@H](C1)C)C1=CN(C=C1C1=CC=C(C=C1)F)C1=CC=C(C=C1)Br (2R,5R)-3-(4-aminophenyl-ethyl)-2-(1-(4-bromophenyl)-4-(4-fluorophenyl)-1H-pyrrol-3-yl)-5-methyl-oxazolidine